N1N=NC(=C1)C=1C=C(CN2C(S\C(\C2=O)=C/C2=CC(=C(C=C2)F)O)=O)C=CC1 (Z)-3-(3-(1H-1,2,3-triazol-4-yl)benzyl)-5-(4-fluoro-3-hydroxybenzylidene)thiazolidine-2,4-dione